N-ACETYL-BETA-ALANINE CC(=O)NCCC(=O)O